ClC1=CC=C(C(=N1)C1=C(C=NC=C1)F)NC(C)C=1C=2C3=C(N(C(C2C=C(C1)C)=O)C)N(N=C3)CC3CCN(CC3)C(=O)NCC 4-((9-(1-((6-chloro-3'-fluoro-[2,4'-bipyridyl]-3-yl)amino)ethyl)-4,7-dimethyl-5-oxo-4,5-dihydro-3H-pyrazolo[3,4-c]isoquinolin-3-yl)methyl)-N-ethylpiperidine-1-carboxamide